5-((S)-3-amino-2-(dimethylamino)propanamido)-2-methyl-N-((R)-1-(naphthalen-1-yl)ethyl)benzamide NC[C@@H](C(=O)NC=1C=CC(=C(C(=O)N[C@H](C)C2=CC=CC3=CC=CC=C23)C1)C)N(C)C